N[C@H](C(=O)O)CC1=CC=C(C=C1)C=1C=NN(C1)CCOC (S)-2-amino-3-(4-(1-(2-methoxyethyl)-1H-pyrazol-4-yl)phenyl)propanoic acid